(1S,3aR,6aS)-2-((R)-2-fluoro-2-(3-fluorophenyl)propanoyl)-N-((R)-4-fluoro-3-oxo-1-((R)-2-oxopyrrolidin-3-yl)butan-2-yl)octahydrocyclopenta[c]pyrrole-1-carboxamide F[C@](C(=O)N1[C@@H]([C@@H]2[C@H](C1)CCC2)C(=O)N[C@H](C[C@@H]2C(NCC2)=O)C(CF)=O)(C)C2=CC(=CC=C2)F